2-(8-methyl-2-(methylthio)-7-oxo-7,8-dihydropyrido[2,3-d]pyrimidin-6-yl)acetonitrile CN1C(C(=CC2=C1N=C(N=C2)SC)CC#N)=O